2-[(2-{4-[2-(dimethylamino)ethoxy]pyridin-2-yl}-5H,6H,7H-cyclopenta[d]pyrimidin-4-yl)(methyl)amino]-N-(6-methoxypyridin-3-yl)acetamide CN(CCOC1=CC(=NC=C1)C=1N=C(C2=C(N1)CCC2)N(CC(=O)NC=2C=NC(=CC2)OC)C)C